5-(5-methylpyrazin-2-yl)-2-(methylthio)pyrimidine CC=1N=CC(=NC1)C=1C=NC(=NC1)SC